C1(CCC1)N1N=CC(=C1)C(=O)NC=1C(=NC=CC1C1=C(C=CC=C1)F)C1CCC(CC1)(F)F 1-cyclobutyl-N-[2-(4,4-difluorocyclohexyl)-4-(2-fluorophenyl)-3-pyridyl]pyrazole-4-carboxamide